CN(C=1C(C(=O)O)=CC=CC1)C1=C(C=CC=C1)C N-methyl-N-(2-methylphenyl)anthranilic acid